(6R)-17-amino-6-hydroxy-11,11-dimethyl-6,15-bis(trifluoromethyl)-19-oxa-3,4,12,18-tetrazatricyclo[12.3.1.12,5]nonadeca-1(18),2,4,14,16-pentaen-13-one NC1=CC(=C2C(NC(CCCC[C@@](C3=NN=C(C1=N2)O3)(C(F)(F)F)O)(C)C)=O)C(F)(F)F